2-(4-hydroxy-1-((3-(5,6,7,8-tetrahydro-1,8-naphthyridin-2-yl)propyl)carbamoyl)piperidin-4-yl)-2-(3-(N-methylacetamido)propanamido)acetic acid OC1(CCN(CC1)C(NCCCC1=NC=2NCCCC2C=C1)=O)C(C(=O)O)NC(CCN(C(C)=O)C)=O